NC1=CC=C(OC2=CC(=C(N)C=C2)CC)C=C1 4-(4-aminophenoxy)-2-ethylaniline